N1C=CC2=CC(=CC=C12)C(C(=O)OC)C(C)=O methyl 2-(1H-indol-5-yl)-3-oxobutanoate